CC1=C(C=C(C(=C1)N1C=NC=C1)C)N1C=NC=C1 1,1'-(2,5-dimethyl-1,4-phenylene)bis(1H-imidazole)